C(C)(C)(C)C1=NN(C(=C1)NC(=O)N[C@@H]1CN(C[C@H]1C1=CC=CC=C1)CCOC)C1=CC=CC=C1 1-(3-tert-butyl-1-phenyl-1H-pyrazol-5-yl)-3-(trans-1-(2-methoxyethyl)-4-phenylpyrrolidin-3-yl)urea